monolauryl phosphate P(=O)(OCCCCCCCCCCCC)([O-])[O-]